COCOC=1C=C(C=CC1OCOC)/C=C/C(=O)C1=C(C=C(C=C1OCOC)OCOC)O (E)-3-[3,4-Bis(methoxymethoxy)phenyl]-1-[2-hydroxy-4,6-bis(methoxymethoxy)phenyl]prop-2-en-1-one